4-(5-(2,6-dimethylphenoxy)-1-(2-hydroxy-2-methylpropyl)-1H-indazol-6-yl)-N-ethyl-6-methyl-7-oxo-6,7-dihydro-1H-pyrrolo[2,3-c]pyridine-2-carboxamide CC1=C(OC=2C=C3C=NN(C3=CC2C=2C3=C(C(N(C2)C)=O)NC(=C3)C(=O)NCC)CC(C)(C)O)C(=CC=C1)C